2-hydroxy-3-methoxyphenyl hydrogen sulfate S(=O)(=O)(OC1=C(C(=CC=C1)OC)O)O